C(CC)OC(C)=O.C1(CCCC1)N\C=C/1\C(OC2=CC=CC=C2C1=O)C1=C(C=C(C(=C1)OC)OC)O (Z)-3-((cyclopentylamino)methylene)-2-(2-hydroxy-4,5-dimethoxyphenyl)chroman-4-one Normal propyl-acetate